1-(4-((7-methyl-7H-pyrrolo[2,3-D]pyrimidin-4-yl)oxy)phenyl)-3-(3-trifluoromethyl-4-Chlorophenyl)urea CN1C=CC2=C1N=CN=C2OC2=CC=C(C=C2)NC(=O)NC2=CC(=C(C=C2)Cl)C(F)(F)F